ClC=1C=CC(=C(C1)[C@@H]1C(NC2=CC=CC=C12)=O)O |r| (±)-3-(5-chloro-2-hydroxyphenyl)-1,3-dihydro-2H-indol-one